[Cu+2].OC1=CC2=C(C=N1)N=C(S2)C(=O)NC2(CCS(CC2)(=O)=O)C 6-hydroxy-N-(4-methyl-1,1-dioxidotetrahydro-2H-thiopyran-4-yl)thiazolo[4,5-c]pyridine-2-carboxamide Copper(II)